CYCLOHEXYLPROPIONATE C1(CCCCC1)OC(CC)=O